N-(2-((2,6-dioxopiperidin-3-yl)amino)benzyl)-4,9-dioxo-4,9-dihydronaphtho[2,3-b]furan-2-carboxamide O=C1NC(CCC1NC1=C(CNC(=O)C2=CC3=C(O2)C(C2=CC=CC=C2C3=O)=O)C=CC=C1)=O